4-(2-fluoro-6-methoxyphenyl)-2-(4-methyl-6-((1r,2r)-2-(methylamino)cyclopentyl)pyridin-2-yl)-2,3-dihydro-1H-pyrrolo[3,4-c]pyridin-1-one FC1=C(C(=CC=C1)OC)C1=NC=CC2=C1CN(C2=O)C2=NC(=CC(=C2)C)[C@H]2[C@@H](CCC2)NC